(3-chloro-4-fluorophenyl)(4-methyl-5-(methyl-sulfonyl)-1-((2-(trimethylsilyl)ethoxy)methyl)-1H-imidazol-2-yl)methyl diisopropylcarbamate C(C)(C)N(C(OC(C=1N(C(=C(N1)C)S(=O)(=O)C)COCC[Si](C)(C)C)C1=CC(=C(C=C1)F)Cl)=O)C(C)C